Cl.C(C)OC([C@H](CC(C)C)NC([C@H](CCC1=NC2=C(N1C1=CC=CC=C1)C=CC(=C2)N(CCCl)CCCl)N)=O)=O (2S)-2-[[(2S)-2-amino-4-[5-[bis(2-chloroethyl)amino]-1-phenyl-benzimidazol-2-yl]butanoyl]amino]-4-methyl-pentanoic acid ethyl ester hydrochloride